C(C)OC(C)=O.OC1=CC=C(C=C1)C(C)(C)C1=CC=C(C=C1)O bisphenol A ethyl-acetate